(R)-4-(2-(3-fluoro-4-methoxyphenyl)-5-(piperidin-3-ylamino)-1H-indol-1-yl)benzonitrile FC=1C=C(C=CC1OC)C=1N(C2=CC=C(C=C2C1)N[C@H]1CNCCC1)C1=CC=C(C#N)C=C1